N-(2-(7-chloro-5-methylpyrrolo[2,1-f][1,2,4]triazin-4-yl)-2-azaspiro[3.3]heptan-6-yl)-N-((4,4-difluorocyclohexyl)methyl)sulfamide ClC1=CC(=C2C(=NC=NN21)N2CC1(C2)CC(C1)N(S(=O)(=O)N)CC1CCC(CC1)(F)F)C